4-[4-[cyano-(3-ethoxy-3-oxo-propyl)amino]phenyl]piperidine-1-carboxylic acid tert-butyl ester C(C)(C)(C)OC(=O)N1CCC(CC1)C1=CC=C(C=C1)N(CCC(=O)OCC)C#N